COC1=C(NCC#CC=2C=C(C3=C(N(C=N3)CC(F)(F)F)C2)C(=O)NC23CC(C2)(C3)C(=O)O)C=CC(=C1)S(=O)(=O)C 3-[[6-[3-(2-methoxy-4-methylsulfonyl-anilino)prop-1-ynyl]-1-(2,2,2-trifluoroethyl)benzimidazole-4-carbonyl]amino]bicyclo[1.1.1]pentane-1-carboxylic acid